O=C1N(C(C2=CC=CC=C12)=O)CCC#CC1=C(OC=C1)C=NO (4-(1,3-dioxoisoindolin-2-yl)but-1-yn-1-yl)furan-2-carbaldehyde Oxime